BrC1=CC(=C(N)C=C1)C1SCCC1 4-bromo-2-(tetrahydrothiophen-2-yl)aniline